C(#N)C1=CC=C(C[C@@H](N)C(=O)O)C=C1 |r| DL-4-cyanophenylalanine